CNC(=O)C1=NC=C(C=C1)N1C(NC2=C1C=CC=C2C)=O n-methyl-5-(4-methyl-2-oxo-2,3-dihydro-1H-benzo[d]imidazol-1-yl)pyridinecarboxamide